phosphorolamidate P1C(=CC=C1)C(=O)N